BrC1=CC2=CC=C(C=C2C=C1)OCCCC 2-bromo-6-butoxynaphthalene